N-(2,7-dimethylimidazo[1,2-a]pyridin-6-yl)-4-(3,3-dimethylpiperazin-1-yl)-2,3-dihydro-1H-pyrrolo[2,3-b]pyridine-1-carboxamide CC=1N=C2N(C=C(C(=C2)C)NC(=O)N2CCC=3C2=NC=CC3N3CC(NCC3)(C)C)C1